N-(4-(1H-pyrazol-1-yl)benzyl)cyclopropanamine N1(N=CC=C1)C1=CC=C(CNC2CC2)C=C1